FC=1C(=NC(=CC1)C=1C=NN(C1)[C@H](CC)C1=NC=C(C=C1)F)C1=CC=2N(C=C1)N=C(N2)N |r| racemic-7-(3-fluoro-6-(1-(1-(5-fluoropyridin-2-yl)propyl)-1H-pyrazol-4-yl)pyridin-2-yl)-[1,2,4]triazolo[1,5-a]pyridin-2-amine